tert-butyl(3,7-dichloropyrazolo[1,5-a]pyridin-5-yl)-carbamate C(C)(C)(C)OC(NC1=CC=2N(C(=C1)Cl)N=CC2Cl)=O